(1r,3r)-3-((5-(3-(2,2-difluoroethyl)-2-methyl-3H-imidazo[4,5-b]pyridin-5-yl)pyrrolo[2,1-f][1,2,4]triazin-2-yl)amino)-N,N,1-trimethylcyclobutane-1-carboxamide FC(CN1C(=NC=2C1=NC(=CC2)C=2C=CN1N=C(N=CC12)NC1CC(C1)(C(=O)N(C)C)C)C)F